C(C)CC(CC(=O)[O-])=O.C(C)CC(CC(=O)[O-])=O.C(C)CC(CC(=O)[O-])=O.[Zr+3] zirconium tri(ethyl acetoacetate)